COC([C@@H](NC(=O)OC(C)(C)C)CC1=CC=C(C=C1)O)=O L-N-Boctyrosine methyl ester